OC(C)CC(CCCC)OCC(=O)C1=CC=CC=C1 2-hydroxy-4-n-octyloxyacetophenone